C(CCCCC)(=O)N1[C@@H](CC(C1)O)C(=O)O hexanoyl-4-hydroxyproline